4,6-dimethyl-2(1H)-pyrimidinone CC1=NC(NC(=C1)C)=O